1-(7-(1H-pyrazol-4-yl)-4H-chromeno[3,4-d]thiazol-2-yl)-N-cyclopropylpyrrolidin-3-amine N1N=CC(=C1)C=1C=CC2=C(C1)OCC=1N=C(SC12)N1CC(CC1)NC1CC1